N-(3'-(difluoromethoxy)-4,5'-difluoro-[1,1'-biphenyl]-3-yl)-3-methylbenzenesulfonamide FC(OC=1C=C(C=C(C1)F)C1=CC(=C(C=C1)F)NS(=O)(=O)C1=CC(=CC=C1)C)F